CC1=CC(=NO1)CNC(=O)N[C@@H]1C[C@H](C=2C1=CC(=C1C=C(N=CC21)C2CC2)S(NCC(C)C)(=O)=O)NC2=NC1=C(N2)C=CC=C1 |r| 1-[(5-methyl-1,2-oxazol-3-yl)methyl]-3-[trans-(7RS,9RS)-9-(1H-benzimidazol-2-ylamino)-3-cyclopropyl-5-(2-methylpropylsulfamoyl)-8,9-dihydro-7H-cyclopenta[H]isoquinolin-7-yl]urea